6-Chloro-7-methoxy-2-methyl-3-(4-(5-(trifluoromethoxy)pyridin-2-yl)phenyl)quinolin-4(1H)-one ClC=1C=C2C(C(=C(NC2=CC1OC)C)C1=CC=C(C=C1)C1=NC=C(C=C1)OC(F)(F)F)=O